N-methyl-7-(4-methylpiperazin-1-yl)benzopyran-3-carboxamide CNC(=O)C=1COC2=C(C1)C=CC(=C2)N2CCN(CC2)C